5-[4-(cyclopropylpiperazin-1-yl)-6-(3,3-dimethylmorpholin-4-yl)-1,3,5-triazin-2-yl]-4-(difluoromethyl)pyridin-2-amine C1(CC1)C1N(CCNC1)C1=NC(=NC(=N1)N1C(COCC1)(C)C)C=1C(=CC(=NC1)N)C(F)F